2-(3-chloro-2-(3-((3-((4-hydroxypiperidin-1-yl)methyl)-1,7-naphthyridin-8-yl)amino)-2-methylphenyl)pyridin-4-yl)-5-formylbenzo[d]oxazole-7-carbonitrile ClC=1C(=NC=CC1C=1OC2=C(N1)C=C(C=C2C#N)C=O)C2=C(C(=CC=C2)NC=2N=CC=C1C=C(C=NC21)CN2CCC(CC2)O)C